C(C)(=O)OC1=C(C=CC=C1)C=1N=NC(=C(C1)N1N=CC(=C1)N1C(CN(CC1)C1CCC(CC1)C1=CC=CC=2N(CCOC21)[C@@H]2C(NC(CC2)=O)=O)=O)N [2-[6-amino-5-[4-[4-[4-[4-[(3S)-2,6-dioxo-3-piperidyl]-2,3-dihydro-1,4-benzoxazin-8-yl]cyclohexyl]-2-oxo-piperazin-1-yl]pyrazol-1-yl]pyridazin-3-yl]phenyl] acetate